[Cl-].C(C1=CC=CC=C1)[N+](CCCCCCCCCCCCCCCCCCCCCC)(C)C benzyl-dimethyl-behenyl-ammonium chloride